2-propyl-furan C(CC)C=1OC=CC1